FC1=CC(=CC=2N(C(=NC21)C)C(C)C)C=2C=CN1N=C(N=CC12)NCC1(COC1)F 5-(4-fluoro-1-isopropyl-2-methyl-1H-benzo[d]imidazol-6-yl)-N-((3-fluorooxetan-3-yl)methyl)pyrrolo[2,1-f][1,2,4]triazin-2-amine